FC1=NC=CC(=C1B1OC(C(O1)(C)C)(C)C)C 2-fluoro-4-methyl-3-(4,4,5,5-tetramethyl-1,3,2-dioxaborolan-2-yl)pyridine